2,3-bis(2-methylphenylimino)butane CC1=C(C=CC=C1)N=C(C)C(C)=NC1=C(C=CC=C1)C